5-carbonyl-1H-imidazole-4-carboxamide C(=O)=C1C(=NCN1)C(=O)N